CC1CNCCN1 3-methylpiperazine